C(C)(=O)O[C@@H]1[C@@H]([C@H](OC1OC(C)=O)CNC(C(C)C)=O)OC(C)=O acetic acid [(2R,3R,4R)-4,5-diacetoxy-2-[(2-methylpropanamido) methyl] tetrahydrofuran-3-yl] ester